((6-((5R,6R)-5-(hydroxymethyl)-5,6-dimethyl-2-((3-methyl-4-(1-methylpiperidin-4-yl)phenyl)amino)-5,6-dihydro-7H-pyrrolo[2,3-d]pyrimidin-7-yl)pyridin-2-yl)imino)dimethyl-λ6-sulfanone OC[C@]1([C@H](N(C=2N=C(N=CC21)NC2=CC(=C(C=C2)C2CCN(CC2)C)C)C2=CC=CC(=N2)N=S(=O)(C)C)C)C